O1C(OCCC1)CCN1C=CC2=CC=CC=C12 1-(2-(1,3-Dioxan-2-yl)ethyl)-1H-indole